ClC=1C=C(C=CC1Cl)C=1N=C(SC1SC(C)C)N1N=C(C(=C1C(=O)O)C1=CC(=CC(=C1)OC)F)C 1-(4-(3,4-dichlorophenyl)-5-(isopropylthio)thiazol-2-yl)-4-(3-fluoro-5-methoxyphenyl)-3-methyl-1H-pyrazole-5-carboxylic acid